COC1=NC=C(C(=C1)NC(CC(=O)OC)=O)C methyl 3-[(2-methoxy-5-methyl-4-pyridyl)amino]-3-oxo-propanoate